NC1=NN(C2=CC=CC(=C12)C=1C=C2C=CC=C(C2=CC1)C(=O)NC1=CC(=C(C=C1)C)F)C(C1=CC=CC=C1)=O 6-(3-amino-1-benzoyl-1H-indazol-4-yl)-N-(3-fluoro-4-methylphenyl)-1-naphthamide